CN(C)CC1=CC=C(CC=2C(=NC=C(C2N)C#CC=2C=NN(C2)CCF)N)C=C1 (4-((dimethylamino)methyl)benzyl)-5-((1-(2-fluoroethyl)-1H-pyrazol-4-yl)ethynyl)pyridine-2,4-diamine